N-(4-fluoro-3-methylphenyl)-5-(2-(((1s,4s)-4-hydroxy-1-methylcyclohexyl)amino)-2-oxoacetyl)-1,4-dimethyl-2-(pyridin-3-yl)-1H-pyrrole-3-carboxamide FC1=C(C=C(C=C1)NC(=O)C1=C(N(C(=C1C)C(C(=O)NC1(CCC(CC1)O)C)=O)C)C=1C=NC=CC1)C